lithium trifluoromethanesulfonamide, disodium salt [Na+].[Na+].FC(S(=O)(=O)[NH-])(F)F.[Li+].FC(S(=O)(=O)[NH-])(F)F.FC(S(=O)(=O)[NH-])(F)F